C1(CC1)CN1C(=CC=2C1=NC(=CC2)N2CCC(CC2)S(=O)(=O)C)C2=NN1C(C(=CC(=C1)C(=O)N1C[C@@H](CCC1)N)F)=C2C (3R)-1-{2-[1-(cyclopropylmethyl)-6-(4-methanesulfonylpiperidin-1-yl)-1H-pyrrolo[2,3-b]pyridin-2-yl]-4-fluoro-3-methylpyrazolo[1,5-a]pyridin-6-carbonyl}piperidin-3-amine